(Rac)-(4aS,9aR)-7-bromo-4,4a,9,9a-tetrahydroindeno[2,1-b][1,4]oxazin-3(2H)-one BrC1=CC=2C[C@H]3OCC(N[C@H]3C2C=C1)=O |r|